COC(=O)C=1C=CC=C2C1C=C(O2)CO.C(C2=CC=CC=C2)NC=2C(=NC(=NC2)Cl)NC=2C=C(C=CC2)NC(\C=C\CN(C)C)=O (E)-N-(3-((5-(benzylamino)-2-chloropyrimidin-4-yl)amino)phenyl)-4-(dimethylamino)but-2-enamide methyl-2-(hydroxymethyl)benzofuran-4-carboxylate